C[C@@H]1[C@@](C1)(C=1NOC(N1)=O)N1C(=CC2=CC(=CC=C12)C1CCOCC1)C(=O)O 1-[(1S,2S)-2-methyl-1-(5-oxo-2H-1,2,4-oxadiazol-3-yl)cyclopropyl]-5-(3,4,5,6-tetrahydro-2H-pyran-4-yl)indole-2-carboxylic acid